P(=O)(OCC)(OCC(F)(F)F)[O-].[Al+3].C(C)OP(=O)(OCC(F)(F)F)[O-].C(C)OP(=O)(OCC(F)(F)F)[O-] aluminum ethyl (2,2,2-trifluoroethyl) phosphate